(1R,3R)-2-(2-fluoro-2-methyl-propyl)-1-[4-[2-[(3R)-3-(fluoromethyl)pyrrolidin-1-yl]ethoxy]phenyl]-3-methyl-1,3,4,9-tetrahydropyrido[3,4-b]indole FC(CN1[C@@H](C=2NC3=CC=CC=C3C2C[C@H]1C)C1=CC=C(C=C1)OCCN1C[C@@H](CC1)CF)(C)C